C(C)(=O)N[C@H]1[C@H](CC[C@H](C1)NC(C)(C)C)N1C(CCC1)=O (S)-1-((1S,2R,4R)-2-acetamido-4-(tert-butylamino)cyclohexyl)-2-oxopyrrolidin